COC1=CC=C(CN(C2=NC(=NN3C2=NC=C3C(C=3C=C(C(=NC3)N3CCC(CC3)C(=O)N(C)C)C)O)OCCCC)CC3=CC=C(C=C3)OC)C=C1 1-(5-((4-(bis(4-methoxybenzyl)amino)-2-butoxyimidazo[2,1-f][1,2,4]triazin-7-yl)(hydroxy)methyl)-3-methylpyridin-2-yl)-N,N-dimethylpiperidine-4-carboxamide